(R)-N-((S)-2-(dimethylamino)-3-(4-hydroxy-2-methylphenyl)propyl)-3-(furan-3-yl)-3-(1-(trifluoromethyl)cyclopropyl)propanamide CN([C@H](CNC(C[C@@H](C1(CC1)C(F)(F)F)C1=COC=C1)=O)CC1=C(C=C(C=C1)O)C)C